(R)-2-((5-(2-(6-((2-ethoxyethyl)(methyl)amino)-2-methylhex-3-yl)-2,6-diazaspiro[3.4]oct-6-yl)-1,2,4-triazin-6-yl)oxy)-N-ethyl-5-fluoro-N-isopropylbenzamide oxalate C(C(=O)O)(=O)O.C(C)OCCN(CCC[C@H](C(C)C)N1CC2(C1)CN(CC2)C=2N=CN=NC2OC2=C(C(=O)N(C(C)C)CC)C=C(C=C2)F)C